di-eicosyl oxalate C(C(=O)OCCCCCCCCCCCCCCCCCCCC)(=O)OCCCCCCCCCCCCCCCCCCCC